C(C1=CC=CC=C1)OCCC(F)(F)C1=CC=2N(C=C1)C=NN2 7-(3-benzyloxy-1,1-difluoro-propyl)-[1,2,4]triazolo[4,3-a]pyridine